ICCCC=1N(C=CN1)C=C 3-iodopropyl-1-vinylimidazole